COC=1C=C(C=CC1OC)C=1NC2=CC=C(C=C2C1C(C)C)C=1OC(=NN1)C1CCN(CC1)C1CCN(CC1)C(C)C 2-(2-(3,4-dimethoxyphenyl)-3-isopropyl-1H-indol-5-yl)-5-(1'-isopropyl-[1,4'-bipiperidin]-4-yl)-1,3,4-oxadiazole